CC=1NC(=CC(C1)=O)C 2,6-dimethylpyridin-4(1H)-one